S=C1N(CC2=CC(=CC=C12)CN1CC=2N(CC1)C(=NN2)C(F)(F)F)C2C(NC(CC2)=O)=O 3-(1-thioxo-5-((3-(trifluoromethyl)-5,6-dihydro-[1,2,4]triazolo[4,3-a]pyrazin-7(8H)-yl)methyl)isoindolin-2-yl)piperidine-2,6-dione